3-[5-[4-[[1-[3-fluoro-4-[(1S,2S)-6-hydroxy-2-phenyl-tetralin-1-yl]phenyl]-4-piperidyl]methyl]piperazin-1-yl]-1-oxo-isoindolin-2-yl]piperidine-2,6-dione FC=1C=C(C=CC1[C@H]1[C@H](CCC2=CC(=CC=C12)O)C1=CC=CC=C1)N1CCC(CC1)CN1CCN(CC1)C=1C=C2CN(C(C2=CC1)=O)C1C(NC(CC1)=O)=O